3-{[(2S)-1-(6-oxo-5-(trifluoromethyl)-1,6-dihydropyridazin-4-yl)pyrrolidin-2-yl]methoxy}propanoic acid O=C1C(=C(C=NN1)N1[C@@H](CCC1)COCCC(=O)O)C(F)(F)F